O=C1C=2NC(=NC2N=C(N1CCC)C#N)C=1C=NN(C1)CC1=CC(=CC=C1)C(F)(F)F 6-Oxo-1-propyl-8-[1-(3-trifluoromethyl-benzyl)-1H-pyrazol-4-yl]-6,7-dihydro-1H-purine-2-carbonitrile